p-di(isopropyl)styrene C(C)(C)C1(C=C)CC=C(C=C1)C(C)C